N-benzyl-N-methyl-2-(2,2,7-trifluoro-3-oxo-6-(perfluorophenyl)-2,3-dihydro-4H-benzo[b][1,4]oxazin-4-yl)acetamide C(C1=CC=CC=C1)N(C(CN1C2=C(OC(C1=O)(F)F)C=C(C(=C2)C2=C(C(=C(C(=C2F)F)F)F)F)F)=O)C